FC(OC1=CC=C2C(=CNC2=C1)CCNC1=NC(=NC2=C1OCCN2)C=2C(=NC=CC2)O)(F)F 3-(4-((2-(6-(trifluoromethoxy)-1H-indol-3-yl)ethyl)amino)-7,8-dihydro-6H-pyrimido[5,4-b][1,4]oxazin-2-yl)pyridin-2-ol